2-((5-(1-aminoisoquinolin-7-yl)-1-cyclobutyl-1H-indazol-3-yl)methoxy)-3-(carboxymethyl)benzoic acid NC1=NC=CC2=CC=C(C=C12)C=1C=C2C(=NN(C2=CC1)C1CCC1)COC1=C(C(=O)O)C=CC=C1CC(=O)O